(1R,7S)-8-oxa-4-azabicyclo[5.1.0]octane [C@H]12CCNCC[C@@H]2O1